6-AMINO-5-METHOXYPYRIDIN-3-YLBORONIC ACID NC1=C(C=C(C=N1)B(O)O)OC